tert-butyl (2-((2-(4-aminophenyl)-2-oxoethyl)sulfonyl)ethyl)carbamate NC1=CC=C(C=C1)C(CS(=O)(=O)CCNC(OC(C)(C)C)=O)=O